N1=C(C=CC=C1)OC(N(C1(CCC(CC1)NC1=NC=C(C(=N1)OC1COC1)C(F)(F)F)C)C1=NC=C(N=C1)C=1C=NC(=NC1)OC)=O (pyridin-2-yl)methyl(5-(2-methoxypyrimidin-5-yl)pyrazin-2-yl)(trans-4-((4-((oxetan-3-yl)oxy)-5-(trifluoromethyl)pyrimidin-2-yl)amino)cyclohexyl)carbamate